(R)-2-(2-((6-(1-aminoisoquinolin-5-yl)-2,3-dihydro-1H-inden-1-yl)oxy)-4-(trifluoromethyl)phenyl)acetic acid ethyl ester C(C)OC(CC1=C(C=C(C=C1)C(F)(F)F)O[C@@H]1CCC2=CC=C(C=C12)C1=C2C=CN=C(C2=CC=C1)N)=O